BrC1=C(C(=CC=C1)[N+](=O)[O-])F 1-Bromo-2-fluoro-3-nitro-benzene